CC1=C(C=CC=C1NC(=O)C=1SC(=CN1)CN1[C@@H](CCCC1)C(=O)O)C1=CC=CC=C1 (2S)-1-[(2-{[(2-methylbiphenyl-3-yl)amino]carbonyl}-1,3-thiazol-5-yl)methyl]piperidine-2-carboxylic acid